(1S,2S)-trans-2-(4-(chloro)phenoxy)cyclohexyl-2-fluoroethyl sulfite S(=O)(OC[C@@H](F)[C@@H]1[C@H](CCCC1)OC1=CC=C(C=C1)Cl)[O-]